(3aR,5R,6aS)-2-(4-(benzyloxy)-3,5-difluorophenethyl)-5-(2-fluorophenoxy)hexahydrocyclopenta[c]pyrrole C(C1=CC=CC=C1)OC1=C(C=C(CCN2C[C@@H]3[C@H](C2)CC(C3)OC3=C(C=CC=C3)F)C=C1F)F